C(C)(C)(C)C1=C(C(=C2C(=N1)CCC2)N)C 2-(tert-butyl)-3-methyl-6,7-dihydro-5H-cyclopenta[b]pyridin-4-amine